1-benzyl-1,2,3-triazole C(C1=CC=CC=C1)N1N=NC=C1